COC1=C(C(=CC(=C1OC)OC)C1=CC=CC=C1)C=O 3,4,5-trimethoxy-[1,1'-biphenyl]-2-formaldehyde